C(#N)C1=C(C=CC(=C1)C(F)(F)F)N1CCC(CC1)(C(=O)N[C@H]1CN(CC1)C(=O)OC(C)(C)C)C1=CC=C(C=N1)C=1C(=NC=CC1)OCC tert-butyl (3R)-3-{1-[2-cyano-4-(trifluoromethyl)phenyl]-4-{2'-ethoxy-[3,3'-bipyridin]-6-yl}piperidine-4-amido}pyrrolidine-1-carboxylate